C(C)(C)NC([O-])=O N-isopropyl-carbamate